4-((2R,3S,4R,5R,6R)-4,5-bis(benzyloxy)-6-((benzyloxy)methyl)-2-methaneOxytetrahydro-2H-pyran-3-yl)morpholine C(C1=CC=CC=C1)O[C@@H]1[C@@H]([C@@H](O[C@@H]([C@@H]1OCC1=CC=CC=C1)COCC1=CC=CC=C1)OC)N1CCOCC1